2-(ethylthio)ethyl mercaptan C(C)SCCS